C(C)(=O)N(C(=O)C1C[C@@H]2[C@@H](CN(C2)C(=O)OC(C)(C)C)C1)C tert-butyl (3aR,5r,6aS)-5-(acetyl(methyl)carbamoyl)hexahydrocyclopenta[c]pyrrole-2(1H)-carboxylate